(S)-(5-((4-dihydroxyboryl-3-(trifluoromethyl)benzyl)(5,6-diamino-6-oxohexyl)carbamoyl)-2-fluorophenyl)boronic acid OB(C1=C(C=C(CN(C(=O)C=2C=CC(=C(C2)B(O)O)F)CCCC[C@@H](C(=O)N)N)C=C1)C(F)(F)F)O